FC1(CN(CC[C@H]1OC=1C(=CC(=C(C#N)C1)[N+](=O)[O-])OC)C)F (R)-5-((3,3-difluoro-1-methylpiperidin-4-yl)oxy)-4-methoxy-2-nitrobenzonitrile